3-[(4-chloro-3-cyclopropylphenyl)methyl]-1-methyl-1-[(3R)-1-(pyridazin-3-yl)piperidin-3-yl]urea ClC1=C(C=C(C=C1)CNC(N([C@H]1CN(CCC1)C=1N=NC=CC1)C)=O)C1CC1